[Sn].[Ti].[Ru] ruthenium titanium tin